ClC1=C(C=CC(=C1)OC1=NC=C(C=C1)C)C(C1=CNC2=C1C1=C(N(CC3(N1)CCOCC3)C)C=N2)O 9'-((2-chloro-4-((5-methylpyridin-2-yl)oxy)phenyl)(hydroxy)methyl)-4'-methyl-2,3,4',5,6,7'-hexahydrospiro[pyran-4,2'-pyrrolo[3',2':5,6]pyrido[3,4-b]pyrazine]